C1(CCCC1)N1C2=NC(=NC=C2N=C1NC1=CC=CC=C1)NC1=CC=C(C=C1)N1CCN(CC1)C1CCN(CC1)CC1=CC(=C2C(N(C(C2=C1)=O)C1C(NC(CC1)=O)=O)=O)F 6-((4-(4-(4-((9-cyclopentyl-8-(phenylamino)-9H-purin-2-yl)amino)phenyl)piperazin-1-yl)piperidine-1-yl)methyl)-2-(2,6-dioxopiperidin-3-yl)-4-fluoroisoindoline-1,3-dione